21-[4-[2,6-bis(diethylamino)-4-pyrimidinyl]-1-piperazinyl]-16alpha-methyl-pregna-1,4,9(11)-trien-3,20-dione C(C)N(C1=NC(=CC(=N1)N1CCN(CC1)CC([C@H]1[C@@H](C[C@H]2[C@@H]3CCC4=CC(C=C[C@]4(C)C3=CC[C@]12C)=O)C)=O)N(CC)CC)CC